(3,4-dimethoxy-phenethylcarbamoyl)-methyl but-2-enoate C(C=CC)(=O)OCC(NCCC1=CC(=C(C=C1)OC)OC)=O